N,2-bis(4-bromophenyl)-2-chlorophenyl-acetamide BrC1=CC=C(C=C1)NC(CC1C(C=CC=C1)(Cl)C1=CC=C(C=C1)Br)=O